(trans)-1,4-cyclohexanedicarboxylic acid monomethyl ester COC(=O)[C@@H]1CC[C@H](CC1)C(=O)O